tert-butyl-4-(2,6-dioxopiperidin-3-yl)-1,3-dioxoisooctanol C(C)(C)(C)C(C(O)=O)C(C(CC(C)C)C1C(NC(CC1)=O)=O)=O